NC1=NN2C(C=C(C=C2C(=O)N[C@@H](C)CC)C=2C=NN(C2)C(CC)C=2C=NC(=CC2)C(F)(F)F)=N1 2-Amino-N-[(2S)-butan-2-yl]-7-(1-{1-[6-(trifluoromethyl)pyridin-3-yl]propyl}-1H-pyrazol-4-yl)[1,2,4]triazolo[1,5-a]pyridine-5-carboxamide